dioctyl carbonate C(OCCCCCCCC)(OCCCCCCCC)=O